N'-Ethyl-N'-[[2-fluoro-4-(1,1,2,2,2-pentafluoroethyl)phenyl]methyl]oxamide 2,2,2-Trifluoroethyl-2-chloro-2-oxo-acetate FC(COC(C(=O)Cl)=O)(F)F.C(C)N(C(C(N)=O)=O)CC1=C(C=C(C=C1)C(C(F)(F)F)(F)F)F